NC1=NC2=CC(=CC=C2C=C1Br)O[C@H]1CC[C@]2([C@@H]1O[C@H](C2O)N2C=CC1=C2N=CN=C1N)O (2r,3as,6s,6ar)-6-((2-amino-3-bromoquinolin-7-yl)oxy)-2-(4-amino-7H-pyrrolo[2,3-d]pyrimidin-7-yl)hexahydro-2H-cyclopenta[b]furan-3,3a-diol